4-((3-bromo-5-chloropyridin-2-yl)methyl)piperidine-1,4-dicarboxylic acid 1-(tert-butyl) 4-ethyl ester C(C)OC(=O)C1(CCN(CC1)C(=O)OC(C)(C)C)CC1=NC=C(C=C1Br)Cl